[NH4+].P(=O)(O[C@H]1[C@H](CCC1)NC1=NC=CC(=C1)C1=CC(=CC=C1)OCCCCCCCCCCC)(O)O (1R,2S)-2-({4-[3-(Undecyloxy)phenyl]pyridin-2-yl}amino)cyclopentyl dihydrogen phosphate ammonium salt